N-(2,4-dimethylphenyl)-1,3-selenazol-5-carboxamide CC1=C(C=CC(=C1)C)NC(=O)C1=CN=C[Se]1